NC1=C2N=C(N(C2=NC=N1)CCCNC(C(C)C)=O)SC1=CC2=C(OCO2)C=C1I N-(3-(6-Amino-8-((6-iodobenzo[d][1,3]dioxol-5-yl)thio)-9H-purin-9-yl)propyl)isobutyramide